1-trifluoromethyl-cyclopropylamine FC(C1(CC1)N)(F)F